6-fluoro-N-methyl-5-(5-((3-methyl-2,4-dioxo-1,2,3,4-tetrahydrothieno[3,2-d]pyrimidin-6-yl)methyl)-2,5-diazabicyclo[4.1.0]heptan-2-yl)picolinamide FC1=C(C=CC(=N1)C(=O)NC)N1C2CC2N(CC1)CC1=CC=2NC(N(C(C2S1)=O)C)=O